(2,6-difluorobenzyl)-2-(3-fluoro-4-((4-(2-hydroxypropan-2-yl)-2-methylthiazol-5-yl)oxy)phenyl)-2,4-dihydro-3H-1,2,4-triazol-3-one FC1=C(CN2C(N(N=C2)C2=CC(=C(C=C2)OC2=C(N=C(S2)C)C(C)(C)O)F)=O)C(=CC=C1)F